1-(4-propoxypyridin-3-yl)-1-(6-(trifluoromethoxy)-5-(trifluoromethyl)benzo[d]thiazol-2-yl)butan-1-ol C(CC)OC1=C(C=NC=C1)C(CCC)(O)C=1SC2=C(N1)C=C(C(=C2)OC(F)(F)F)C(F)(F)F